C(C)(=O)N1C(N=C(C=C1Cl)Cl)Cl N'-acetyl-2,4,6-trichloropyrimidine